3-((4-(4-(4-(6-((6-acetyl-8-cyclopentyl-5-methyl-7-oxo-7,8-dihydropyrido[2,3-d]pyrimidin-2-yl)amino)pyridin-3-yl)piperazine-1-carbonyl)piperidin-1-yl)phenyl)amino)piperidine-2,6-dione C(C)(=O)C1=C(C2=C(N=C(N=C2)NC2=CC=C(C=N2)N2CCN(CC2)C(=O)C2CCN(CC2)C2=CC=C(C=C2)NC2C(NC(CC2)=O)=O)N(C1=O)C1CCCC1)C